1H-quinolin-2-one hydrochloride Cl.N1C(C=CC2=CC=CC=C12)=O